5,10,15,20-tetrakis(3-pyridyl)porphyrin nickel (II) [Ni+2].N1=CC(=CC=C1)C=1C2=CC=C(N2)C(=C2C=CC(C(=C3C=CC(=C(C=4C=CC1N4)C=4C=NC=CC4)N3)C=3C=NC=CC3)=N2)C=2C=NC=CC2